3-((3-(2-oxa-6-azaspiro[3.3]hept-6-yl)-1-oxa-8-azaspiro[4.5]dec-8-yl)sulfonyl)-4-chlorobenzonitrile C1OCC12CN(C2)C2COC1(C2)CCN(CC1)S(=O)(=O)C=1C=C(C#N)C=CC1Cl